C1=CC=CC=2C3=CC=CC=C3C(C12)COC(=O)N[C@H](C(=O)N[C@H](C(=O)NC=1C=CC(=C(C1)S(=O)(=O)[O-])COC(=O)OC1=CC=C(C=C1)[N+](=O)[O-])CCCNC(=O)N)C(C)C 5-[[(2S)-2-[[(2S)-2-(9H-fluoren-9-ylmethoxycarbonylamino)-3-methyl-butanoyl]amino]-5-ureido-pentanoyl]amino]-2-[(4-nitrophenoxy)carbonyloxymethyl]benzenesulfonate